ClC=1C=CC(=NC1)C1(OC2=C(O1)C=CC=C2C2CCN(CC2)C(=O)O)C 4-[2-(5-Chloropyridin-2-yl)-2-methyl-1,3-benzodioxol-4-yl]Piperidine-1-carboxylic acid